Cl.C(C)N(CC)CCOC(C(CCC)(C1=CC=CC=C1)C1=CC=CC=C1)=O N,N-diethylaminoethyl-2,2-diphenylvalerate hydrochloride